C(C)OC1=CSC=C1OCC (3,4-diethoxy)thiophene